CS(=O)(=O)C(C)(C)C1=NC=CC=C1NC=1N=CC2=C(N1)CN(CC2)C2=C(C1=C(OCCN1)N=C2)C (2-methanesulfonylpropan-2-yl)-N-(7-{8-methyl-1H,2H,3H-pyrido[2,3-b][1,4]oxazin-7-yl}-5H,6H,7H,8H-pyrido[3,4-d]pyrimidin-2-yl)pyridin-3-amine